N,N-dibutyl-4-methoxyaniline C(CCC)N(C1=CC=C(C=C1)OC)CCCC